NC1=CC(=CC(=N1)C)C 6-amino-2,4-dimethylpyridin